nickel(II)-oxide [Ni]=O